2-(8-Fluoro-6-(5-fluoro-2-((5-(piperidin-4-yl)pyrimidin-2-yl)amino)pyrimidin-4-yl)quinolin-4-yl)propan-2-ol FC=1C=C(C=C2C(=CC=NC12)C(C)(C)O)C1=NC(=NC=C1F)NC1=NC=C(C=N1)C1CCNCC1